trans-4-[(2-amino-3,5-dibromobenzyl)amino]adamantan-1-ol hydrochloride Cl.NC1=C(CNC2C3CC4(CC(CC2C4)C3)O)C=C(C=C1Br)Br